Isopropyl-thioxanthenone C(C)(C)C1=CC=CC=2SC3=CC=CC=C3C(C12)=O